ClC=1C(=CC(=NC1)OC)[C@H](C(=O)N1CC2(CC1)NC1=NC(=CC=C1CC2)C)C (2R)-2-(5-chloro-2-methoxypyridin-4-yl)-1-(7-methyl-3,4-dihydro-1H-spiro[1,8-naphthyridine-2,3'-pyrrolidin]-1'-yl)propan-1-one